O1[C@H](COCC1)COC1=NN=C(S1)NC(=O)C=1C=NC(=CC1C1=CC(=NC=C1OC)Br)C (R)-N-(5-((1,4-dioxan-2-yl)methoxy)-1,3,4-thiadiazol-2-yl)-2'-bromo-5'-methoxy-6-methyl-(4,4'-bipyridine)-3-carboxamide